(2-chloro-6-fluorophenyl)-2-((2,4,4-trimethyl-1,2,3,4-tetrahydroisoquinolin-7-yl)amino)imidazo[1,2-b]pyrimido[4,5-d]pyridazin-5(6H)-one ClC1=C(C(=CC=C1)F)C1=NC(=NC=2C=3N(NC(C21)=O)C=CN3)NC3=CC=C2C(CN(CC2=C3)C)(C)C